benzyl-6-methoxyisatin C(C1=CC=CC=C1)N1C(=O)C(=O)C2=CC=C(C=C12)OC